ClC=1C=CC2=C(OC(CN2)C2=C(C=C(C#N)C=C2)F)N1 4-(6-Chloro-2,3-dihydro-1H-pyrido[2,3-b][1,4]oxazin-3-yl)-3-fluorobenzonitrile